4,4'-methylene-bis-(2,3-dichloroaniline) C(C1=C(C(=C(N)C=C1)Cl)Cl)C1=C(C(=C(N)C=C1)Cl)Cl